dimethylethanolamine octyl-(2E)-3-(4-hydroxy-3-methoxyphenyl)-prop-2-enoate C(CCCCCCC)/C(/C(=O)OCCN(C)C)=C\C1=CC(=C(C=C1)O)OC